OCC(CN(C(=O)C=1NN=C2C1CN(CC2)C(=O)OC(C)(C)C)C)=C tert-Butyl 3-((2-(hydroxymethyl)allyl)(methyl)carbamoyl)-6,7-dihydro-2H-pyrazolo[4,3-c]pyridine-5(4H)-carboxylate